[I-].[Sm+2].[I-] Samarium(II) iodide